(R)-2-amino-4,4-dimethylpentanoic acid N[C@@H](C(=O)O)CC(C)(C)C